O=C1NC2(COC1)C(N(CCC2)C(=O)O)COC2CCC(CC2)C2=C(C(=CC=C2)F)O.S2C(=NC=C2)NC(=O)C2CCNCC2 N-(thiazol-2-yl)piperidine-4-carboxamide oxo-7-({[(1s,4s)-4-(3-fluoro-2-hydroxyphenyl)cyclohexyl]-oxy}methyl)-4-oxa-1,8-diazaspiro[5.5]undecane-8-carboxylate